C1CCN2CCCC12COC=1N=CC2=C(N1)C=CN=C2 2-((hexahydro-1H-pyrrolizin-7a-yl)methoxy)pyrido[4,3-d]pyrimidine